2-(4-(((3aR,5R,6aS)-2-((S)-2-hydroxy-propanoyl)octahydrocyclopenta[c]pyrrol-5-yl)amino)-1H-pyrrolo[2,3-b]pyridin-5-yl)thiazole-5-carboxamide O[C@H](C(=O)N1C[C@@H]2[C@H](C1)CC(C2)NC2=C1C(=NC=C2C=2SC(=CN2)C(=O)N)NC=C1)C